ethyl 2-[[3-(dimethylamino)-2-methyl-phenyl]methyl-(2-pyridylmethyl)amino]-2-oxo-acetate CN(C=1C(=C(C=CC1)CN(C(C(=O)OCC)=O)CC1=NC=CC=C1)C)C